(1R,4R)-5-(2-chloroethyl)-2-oxa-5-azabicyclo[2.2.1]Heptane hydrochloride Cl.ClCCN1[C@H]2CO[C@@H](C1)C2